CN1N=C(NC1=O)C(=O)N1CC2(CCC2)[C@H](C1)C1=CC=CC=C1 (R)-2-methyl-5-(8-phenyl-6-azaspiro[3.4]octane-6-carbonyl)-2,4-dihydro-3H-1,2,4-triazol-3-one